C(C(=C)C)(=O)OC(CCOC(C=C)=O)=O acryloyloxypropoyl methacrylate